CC1CCC(NC1)C=1C=C2CC(NC2=CC1)=O 5-(5-methyl-2-piperidyl)Indolin-2-one